NC=1N=C(C2=C(N1)C=C(N=C2)C2=CC=C(C=C2)N2CCN(CC2)C)NC(C)(CCCC)C (R)-2-((2-amino-7-(4-(4-methylpiperazin-1-yl)phenyl)pyrido[4,3-d]pyrimidin-4-yl)amino)-2-methylhexan